BrC=1C(=NC(=CC1)Br)C(CC1=CC(=CC(=C1)F)F)N=C(C1=CC=CC=C1)C1=CC=CC=C1 (1-(3,6-dibromopyridin-2-yl)-2-(3,5-difluorophenyl)ethyl)-1,1-diphenylmethanimine